4-methoxymethyl-2,3,5,6-tetrafluoro-benzyl alcohol COCC1=C(C(=C(CO)C(=C1F)F)F)F